3-(2-(1,4-bis(isopentyloxy)naphthalen-2-yl)-2-oxoethyl)-1-(4-nitrobenzyl)-1H-imidazol-3-ium bromide [Br-].C(CC(C)C)OC1=C(C=C(C2=CC=CC=C12)OCCC(C)C)C(C[N+]1=CN(C=C1)CC1=CC=C(C=C1)[N+](=O)[O-])=O